α-D-Galactopyranosyl-(1→2)-α-D-galactopyranosyl-(1→2)-D-glucose [C@H]1([C@H](O)[C@@H](O)[C@@H](O)[C@H](O1)CO)O[C@H]1[C@H](O[C@@H]([C@@H]([C@@H]1O)O)CO)O[C@@H](C=O)[C@@H](O)[C@H](O)[C@H](O)CO